CC(CCNC(OC(C)(C)C)=O)(C=C)C tert-butyl (3,3-dimethylpent-4-en-1-yl)carbamate